IC1=CC(CCC1)O 3-iodo-2-cyclohexene-1-ol